benzyl 4-allyl-4-hydroxypiperidine-1-carboxylate C(C=C)C1(CCN(CC1)C(=O)OCC1=CC=CC=C1)O